N1C=CC2=CC=C(C=C12)C(=O)N1CCC(CC1)OC1=NC(=CC=C1)C(F)(F)F (1H-indol-6-yl)(4-((6-(trifluoromethyl)pyridin-2-yl)oxy)piperidin-1-yl)methanone